C(C)(C)(C)OC(=O)N1CC2(C1)CC(C2)(C2=NN=CN2C)C2=CC(=CC=C2)Br 6-(3-bromophenyl)-6-(4-methyl-4H-1,2,4-triazol-3-yl)-2-azaspiro[3.3]heptane-2-carboxylic acid tert-butyl ester